2-(1,1-DIOXIDO-1,2-THIAZINAN-2-YL)-3-METHYL-N-(4-METHYL-1-OXOPENTAN-2-YL)BUTANAMIDE O=S1(N(CCCC1)C(C(=O)NC(C=O)CC(C)C)C(C)C)=O